C1=CC(=CC=C1NC(=O)CCl)Br N-(4-bromophenyl)-2-chloroacetamide